3-[(tert-Butoxycarbonyl)(methyl)amino]-1-methylindazole-6-carboxylic acid C(C)(C)(C)OC(=O)N(C1=NN(C2=CC(=CC=C12)C(=O)O)C)C